ClC=1C=C(C=CC1N1CCC(CC1)C(F)(F)F)NC1=CC=C(CN2CC(CC2=O)C(=O)N)C=C1 4-((3-chloro-4-(4-(trifluoromethyl)piperidin-1-yl)phenyl)amino)benzyl-5-oxopyrrolidine-3-carboxamide